1-(2-methoxy-5-methylphenyl)ethanone methyl-(2S)-2-[(tert-butoxycarbonyl)amino]-3-{3-[1-(4,4,5,5-tetramethyl-1,3,2-dioxaborolan-2-yl)cyclopropyl]phenyl}propanoate COC([C@H](CC1=CC(=CC=C1)C1(CC1)B1OC(C(O1)(C)C)(C)C)NC(=O)OC(C)(C)C)=O.COC1=C(C=C(C=C1)C)C(C)=O